C(#N)C=1C=C2COC3(CCN(CC3)C(=O)C=3C=CC(=C(C3)NC(=O)NC[C@H]3OCCC3)C)C2=CC1 (S)-1-(5-(5-cyano-3H-spiro[isobenzofuran-1,4'-piperidin]-1'-ylcarbonyl)-2-methylphenyl)-3-((tetrahydrofuran-2-yl)methyl)urea